[6-[5-(1-aminoethyl)-3-chloro-1,2,4-triazol-1-yl]-3-pyridinyl]-morpholino(morpholino)-methanone NC(C)C1=NC(=NN1C1=CC=C(C=N1)C1OCCN(C1)C(=O)N1CCOCC1)Cl